C1(CC1)C1=CC=C(C=C1)N1C(N(C2(C1=O)CCN(CC2)C[C@H]2C[C@@H](OCC2)C)CC)=O 3-(4-cyclopropylphenyl)-1-ethyl-8-(((2S,4R)-2-methyltetrahydro-2H-pyran-4-yl)methyl)-1,3,8-triazaspiro[4.5]decane-2,4-dione